C1(CC1)N1C([C@H]2N(CC1)CCN(C2)C=2N=NC(=CC2)OCC2=C(N=NN2C2=CC=C(C=C2)C(F)F)C)=O (S)-2-Cyclopropyl-8-(6-((1-(4-(difluoromethyl)phenyl)-4-methyl-1H-1,2,3-triazol-5-yl)methoxy)pyridazin-3-yl)hexahydro-2H-pyrazino[1,2-a]pyrazin-1(6H)-one